5-(((2-(2-bromophenyl)-2-hydroxyethyl)amino)methyl)-3-fluorothiophene-2-carbonitrile BrC1=C(C=CC=C1)C(CNCC1=CC(=C(S1)C#N)F)O